COC=1C=C2CC(CC2=CC1)(C#N)O[Si](C)(C)C 5-Methoxy-2-[(trimethylsilyl)oxy]-2,3-dihydro-1H-indene-2-carbonitrile